ClC1=NC(=C(C=C1C(C)=O)Cl)Cl 1-(2,5,6-trichloro-3-pyridinyl)ethanone